N-{3,5-difluoro-4-[(3-[1-(propan-2-yl)-1H-pyrazol-5-yl]-1-{[2-(trimethylsilyl)ethoxy]methyl}-1H-pyrrolo[2,3-b]pyridin-4-yl)oxy]phenyl}-5,5-difluoro-5,6-dihydro-4H-1,3-oxazin-2-amine FC=1C=C(C=C(C1OC1=C2C(=NC=C1)N(C=C2C2=CC=NN2C(C)C)COCC[Si](C)(C)C)F)NC=2OCC(CN2)(F)F